C(CCC)(=O)OC=1C=C2C(=CNC2=CC1)CCN(CCC)CC 3-(2-(ethyl (propyl) amino) ethyl)-1H-indol-5-yl butyrate